2-methyl-1-(4-methylsulfanyl-phenyl)-2-morpholinopropane-1-one CC(C(=O)C1=CC=C(C=C1)SC)(C)N1CCOCC1